C(C)N(C1=CC(=C(C=C2C(C3=CC=CC=C3C2)=O)C=C1)C)CC 2-(4'-diethylamino-2'-methylbenzylidene)-1-indenone